4-(2-{5-cyano-2-oxo-1,2-dihydrospiro[indole-3,4'-piperidin]-1'-yl}ethoxy)-2-fluorobenzamide C(#N)C=1C=C2C(=CC1)NC(C21CCN(CC1)CCOC1=CC(=C(C(=O)N)C=C1)F)=O